3-ethyl-7-((1S,6R)-(5-(6-(5-methyl-4H-1,2,4-triazol-3-yl)pyridin-3-yl)-2,5-diazabicyclo[4.2.0]octan-2-yl)methyl)-1H-1,5-naphthyridin-2-one C(C)C=1C(NC2=CC(=CN=C2C1)CN1[C@H]2CC[C@H]2N(CC1)C=1C=NC(=CC1)C1=NN=C(N1)C)=O